3-hydroxy-2,2-bis(methoxymethyl)propyl 4-methylbenzenesulfonate CC1=CC=C(C=C1)S(=O)(=O)OCC(CO)(COC)COC